2-(difluoromethyl)-8,8-dimethyl-7,8-dihydro-6H-cyclopenta[e]pyrazolo[1,5-a]pyrimidine-6-carboxylic acid FC(C1=NN2C(N=CC3=C2C(CC3C(=O)O)(C)C)=C1)F